Cl.N1CC(C1)C1=NC=CC=C1 2-(azetidin-3-yl)pyridine hydrochloride